(E)-2-(((2-(bicyclo-[2.2.2]octan-1-yl)-benzo[d]oxazol-6-yl)oxy)methyl)-3-fluoroprop-2-en-1-amine 4-methyl-benzenesulfonate CC1=CC=C(C=C1)S(=O)(=O)O.C12(CCC(CC1)CC2)C=2OC1=C(N2)C=CC(=C1)OC\C(\CN)=C\F